N[C@H]1CS(C2=C(N(C1=O)CC1=CC=C(C=C1)OC(F)(F)F)C=C(C(=C2)F)C=2OC(=NN2)C(C)(C)C)=O (3R)-3-amino-7-(5-tert-butyl-1,3,4-oxadiazol-2-yl)-8-fluoro-1-oxo-5-[[4-(trifluoromethoxy)phenyl]methyl]-2,3-dihydro-1λ4,5-benzothiazepin-4-one